tert-butyl 2-(oxetan-3-yl)-4,6,7,8-tetrahydropyrazolo[4,3-c]azepine-5(2H)-carboxylate O1CC(C1)N1N=C2C(CN(CCC2)C(=O)OC(C)(C)C)=C1